CC1(C(=O)OCC1)C α,α-dimethyl-butyrolactone